tridecaethylenetetradecamine NCCNCCNCCNCCNCCNCCNCCNCCNCCNCCNCCNCCNCCN